FC=1C=C(C=CC1F)NC(=O)C=1C(=CN2C3C(CC12)C3)C N-(3,4-difluorophenyl)-4-methyl-1,1a,6,6a-tetrahydrocyclopropa[b]pyrrolizine-5-carboxamide